dihydroxyethanesulfonate OC(C)(S(=O)(=O)[O-])O